CC=1C=NC=CC1C1=C(N=C(S1)NC1=NNC=N1)C=1C=C(C#N)C=CC1 3-[5-(3-methylpyridin-4-yl)-2-[(1H-1,2,4-triazol-3-yl)amino]-1,3-thiazol-4-yl]benzonitrile